(E)-6-(6-(difluoromethoxy)pyridin-3-yl)-N'-(3-(1-hydroxyethyl)benzylidene)pyrazine-2-carbohydrazide copper-chromium-zirconium [Zr].[Cr].[Cu].FC(OC1=CC=C(C=N1)C1=CN=CC(=N1)C(=O)N/N=C/C1=CC(=CC=C1)C(C)O)F